The molecule is a phosphatidylcholine 34:2 in which the 1- and 2-acyl groups are specified as (9Z)-hexadecenoyl (palmitoleoyl) and (9Z)-octadecenoyl (oleoyl) respectively. It has a role as a mouse metabolite. It derives from an oleic acid and a palmitoleic acid. CCCCCCCC/C=C\\CCCCCCCC(=O)O[C@H](COC(=O)CCCCCCC/C=C\\CCCCCC)COP(=O)([O-])OCC[N+](C)(C)C